(1-(cyclopropylmethyl)piperidin-3-yl)(5-methoxynaphthalen-2-yl)methanone C1(CC1)CN1CC(CCC1)C(=O)C1=CC2=CC=CC(=C2C=C1)OC